C(C)[NH+](CC)CC.NC(C(=O)NC(C(=O)[O-])CCC(C=[N+]=[N-])=O)CC(C)C 2-(2-amino-4-methylpentanamido)-6-diazo-5-oxohexanoic acid triethylammonium salt